FC(C(F)(F)[NH3+])CCCCCCCCCC(F)(F)F hexafluorododecyl-ammonium